4-(3-(2-bromo-5-fluorophenyl)piperazin-1-yl)-6-isopropylpyrimidin-2-amine BrC1=C(C=C(C=C1)F)C1CN(CCN1)C1=NC(=NC(=C1)C(C)C)N